COC=1C=C(C=CC1OC)C1C=CNN1 5-(3,4-dimethoxyphenyl)-pyrazoline